NC1=NC(=CC(=C1)C[C@@H]1[C@H](N(C1=O)C(=O)N[C@H](CC)C1=CC=CC=C1)C(=O)N(C)C=1SC=NN1)C (2S,3R)-3-((2-amino-6-methylpyridin-4-yl)methyl)-N2-(1,3,4-thiadiazol-2-yl)-N1-((R)-1-phenylpropyl)-N2-methyl-4-oxoazetidine-1,2-dicarboxamide